CCCCCCCCC(CCCCCCCC)OC(C(CCC(=O)N1CCC(CC1)N(C)C)(C(=O)OC(CCCCCCCC)CCCCCCCC)CC)=O 5-[4-(dimethylamino)piperidin-1-yl]-2-ethyl-2-[(heptadecan-9-yloxy)carbonyl]-5-oxopentanoic acid heptadecan-9-yl ester